2-((6'-chloro-2'-ethyl-3'-oxo-2',3'-dihydro-1'H-spiro[cyclopropane-1,4'-isoquinoline]-2-yl)methyl)isoindoline-1,3-dione ClC=1C=C2C3(C(N(CC2=CC1)CC)=O)C(C3)CN3C(C1=CC=CC=C1C3=O)=O